C(CCCCCC=C)OC1=C(C=C(C(=O)O)C=C1OCC=C)OCC=C 4-(7-octenoxy)-3,5-bis-allyloxybenzoic acid